trans-N-(4-amino-2-methylphenyl)-2-chloro-5-(2,2-dichloro-3-(3,4-dichlorophenyl)cyclopropane-1-carboxamido)benzamide NC1=CC(=C(C=C1)NC(C1=C(C=CC(=C1)NC(=O)[C@@H]1C([C@H]1C1=CC(=C(C=C1)Cl)Cl)(Cl)Cl)Cl)=O)C